OC1=C(C=C(C=C1)NC(=O)C1=CC=C(C=C1)C1=CC=CC=C1)NS(=O)(=O)C N-(4-hydroxy-3-(methylsulfonylamino)phenyl)-[1,1'-biphenyl]-4-carboxamide